L-2-hydroxy-isocaproate O[C@H](C(=O)[O-])CC(C)C